ClC1=C(C=NC2=CC=C(C=C12)C(F)(F)F)[N+](=O)[O-] 4-chloro-3-nitro-6-(trifluoromethyl)quinoline